(R)-1-((S)-7-(8-ethyl-7-fluoro-3-(methoxymethoxy)naphthalen-1-yl)-6,8-difluoro-2-((1-(hydroxymethyl)cyclopropyl)methoxy)quinazolin-4-yl)-3-methylpiperidin-3-ol C(C)C=1C(=CC=C2C=C(C=C(C12)C1=C(C=C2C(=NC(=NC2=C1F)OCC1(CC1)CO)N1C[C@@](CCC1)(O)C)F)OCOC)F